OC(C)(C)C1=CC=CC(=N1)N1N(C(C=2C1=NC(=NC2)NC2=CC=C(C=C2)N2CCNCC2)=O)C 1-[6-(1-hydroxy-1-methylethyl)pyridin-2-yl]-2-methyl-6-[(4-piperazin-1-ylphenyl)amino]-1,2-dihydro-3H-pyrazolo[3,4-d]pyrimidin-3-one